(1R,3R)-3-[(7S)-2-[(R)-(5-fluoro-2-methoxyphenyl)(hydroxy)methyl]-6-(methoxycarbonyl)7-methyl-3h,6h,7h,8h,9h-imidazo[4,5-f]quinolin-3-yl]cyclohexane-1-carboxylic acid FC=1C=CC(=C(C1)[C@H](C=1N(C=2C(=C3CC[C@@H](N(C3=CC2)C(=O)OC)C)N1)[C@H]1C[C@@H](CCC1)C(=O)O)O)OC